5-(4-((tert-butyldimethylsilyl)oxy)piperidin-1-yl)-N-(4-(2-(methoxymethyl)phenyl)thiazol-2-yl)pyridinamide [Si](C)(C)(C(C)(C)C)OC1CCN(CC1)C=1C=CC(=NC1)C(=O)NC=1SC=C(N1)C1=C(C=CC=C1)COC